FC(C1=CC=C(C=C1)SCC1=CC=C(C(=O)N)C=C1)(F)F 4-(((4-(trifluoromethyl)phenyl)thio)methyl)benzamide